OC1(CCN(CC1)C(CC(C)C1=CC=CC=C1)=O)CN1C=NC=2C(C1=O)=NN(C2C2=CC=C(CNCC(=O)NCC(=O)N)C=C2)C 2-(2-((4-(6-((4-hydroxy-1-(3-phenylbutanoyl)piperidin-4-yl)methyl)-2-methyl-7-oxo-6,7-dihydro-2H-pyrazolo[4,3-d]pyrimidin-3-yl)benzyl)amino)acetamido)acetamide